COC(COC1=C(C=C(C=C1)Cl)Cl)=O 2-(2,4-dichlorophenoxy)acetic acid methyl ester